N-(4-(5-chloropyridin-3-yl)phenyl)-2-(2-(cyclopropanesulfonamido)thiazol-4-yl)-4-methoxybutanamide ClC=1C=C(C=NC1)C1=CC=C(C=C1)NC(C(CCOC)C=1N=C(SC1)NS(=O)(=O)C1CC1)=O